CN(C)C=NS(=O)(=O)C1(CC1)CN1C(C2=C(CC1)C(=NN2C)C(=O)N)=O 6-((1-(N-((dimethylamino)methylene)sulfamoyl)cyclopropyl)methyl)-1-methyl-7-oxo-4,5,6,7-tetrahydro-1H-pyrazolo[3,4-c]pyridine-3-carboxamide